1-butyl-2,3-dimethylimidazole hydroxide [OH-].C(CCC)N1C(N(C=C1)C)C